(S)-N-(3-(1,1-dioxidothiomorpholino)bicyclo[1.1.1]pentan-1-yl)-1-(4-fluorophenyl)-3,4-dihydroisoquinoline-2(1H)-carboxamide O=S1(CCN(CC1)C12CC(C1)(C2)NC(=O)N2[C@H](C1=CC=CC=C1CC2)C2=CC=C(C=C2)F)=O